C(C=C)CN1C=[NH+]C=C1 N-allylmethylimidazolium